N\C(\C1CC1)=N\OC(CC(C1=CC=C(C=C1)F)N1C[C@@H](N(C[C@@H]1C)C(=O)OC(C)(C)C)C)=O |&1:22| tert-butyl (2S,SR)-4-(3-((((E)-amino(cyclopropyl) methylene)amino)oxy)-1-(4-fluorophenyl)-3-oxopropyl)-2,5-dimethylpiperazine-1-carboxylate